propylnorbornene C(CC)C12C=CC(CC1)C2